cyclopentoxyOxygen C1(CCCC1)O[O]